C(C)C=1C=C2/C(/C(NC2=CC1)=O)=N\NC(N)=S (E)-2-(5-ethyl-2-oxoindolin-3-ylidene)hydrazine-1-carbothioamide